N-(4-azidosulfonylphenyl)acetamide N(=[N+]=[N-])S(=O)(=O)C1=CC=C(C=C1)NC(C)=O